O.O.[N+](=O)([O-])[O-].[Pd+2].[N+](=O)([O-])[O-] Palladium (II) nitrat Dihydrat